BrC1C2(C(C3=CC=CC=C13)=O)CC=1C(=NOC1C)CC2 bromo-3-methyl-6,7-dihydro-4H-spiro[benzo[c]isoxazole-5,2'-indene]-1'(3'H)-one